5-[(2R)-4-fluoro-6-hydroxy-2-{[(2-methoxyethyl)amino]methyl}-2,3-dihydro-1H-indol-5-yl]-1λ6,2,5-thiadiazolidine-1,1,3-trione FC1=C2C[C@@H](NC2=CC(=C1N1CC(NS1(=O)=O)=O)O)CNCCOC